3-(N-(2-(4-Fluoro-2,6-diisopropylphenyl)acetyl)sulfamoyl)-N,N,1-trimethyl-1H-pyrazole-5-carboxamide FC1=CC(=C(C(=C1)C(C)C)CC(=O)NS(=O)(=O)C1=NN(C(=C1)C(=O)N(C)C)C)C(C)C